C(C(=O)OCCCC)(=O)OCCCC oxalic acid, dibutyl ester